(2S,4r)-1-[(2S)-2-(4-cyclopropyl-triazol-1-yl)-3,3-dimethyl-butyryl]-4-hydroxy-N-[1-(1-methyl-3,6-dihydro-2H-pyridin-4-yl)ethyl]pyrrolidine-2-carboxamide C1(CC1)C=1N=NN(C1)[C@H](C(=O)N1[C@@H](C[C@H](C1)O)C(=O)NC(C)C=1CCN(CC1)C)C(C)(C)C